5-(5-(3-benzyl-1-(phenylsulfonyl)pyrrolidin-3-yl)-6-methyl-1H-indazol-1-yl)-1-methylpyridin-2(1H)-one C(C1=CC=CC=C1)C1(CN(CC1)S(=O)(=O)C1=CC=CC=C1)C=1C=C2C=NN(C2=CC1C)C=1C=CC(N(C1)C)=O